(S)-N-(3-((1-(6-(2-(4-cyclopropylpyrimidin-5-yl)-4-fluorophenoxy)-1,2,4-triazine-5-yl)pyrrolidin-3-yl)methyl)-3-azaspiro[5.5]undecane-9-yl)pyridine-2-carboxamide C1(CC1)C1=NC=NC=C1C1=C(OC2=C(N=CN=N2)N2C[C@@H](CC2)CN2CCC3(CC2)CCC(CC3)NC(=O)C3=NC=CC=C3)C=CC(=C1)F